NC1=NC2=C(C3=CN=CC=C13)C=CC(=C2)C=2C=NN(C2C2=C(C#N)C(=CC(=C2Cl)F)OC2CC2)C 2-(4-(5-aminobenzo[c][2,6]naphthyridin-8-yl)-1-methyl-1H-pyrazol-5-yl)-3-chloro-6-cyclopropyloxy-4-fluorobenzonitrile